FC1CC2(CN(C2)C=2C=C3C(=CC=NC3=CC2)C(=O)O)C1 6-(6-fluoro-2-azaspiro[3.3]heptan-2-yl)quinoline-4-carboxylic acid